C(C=C)(=O)OCCCP(=O)=C(O)C[N+](C)(C)C acryloyloxypropyl-phosphorylcholin